tert-butyl N-[(1S)-1-[[3-bromo-5-(chloromethyl)pyrazol-1-yl]methyl]-2-[3-[tert-butyl(diphenyl)silyl]oxypropoxy]ethyl]carbamate BrC1=NN(C(=C1)CCl)C[C@@H](COCCCO[Si](C1=CC=CC=C1)(C1=CC=CC=C1)C(C)(C)C)NC(OC(C)(C)C)=O